[5-[1-[(2,4-DIMETHOXYPHENYL)METHYLAMINO]-4-METHYLPHTHALAZIN-6-YL]-6-METHOXYPYRIDIN-3-YL]BORONIC ACID Palladium(II) diacetate C(C)(=O)[O-].C(C)(=O)[O-].[Pd+2].COC1=C(C=CC(=C1)OC)CNC1=NN=C(C2=CC(=CC=C12)C=1C=C(C=NC1OC)B(O)O)C